COC(C(CCC1=CC(=NC=C1)NC(=O)OC(C)(C)C)(C)C)=O.C1(CCCCC1)N1C2=CC=CC=C2C=2C=CC=C(C12)C 9-cyclohexyl-methyl-carbazole methyl-4-[2-(tert-butoxycarbonylamino)-4-pyridyl]-2,2-dimethyl-butanoate